O=C1NC(CCC1N1CCC2=C(C(=C(C=C12)F)C1CCC(CC1)N(C(OC(C)(C)C)=O)C)F)=O tert-butyl N-[4-[1-(2,6-dioxo-3-piperidyl)-4,6-difluoro-indolin-5-yl]cyclohexyl]-N-methyl-carbamate